C(CCCCC)C1=C(C(=CC(=C1)[N+](=O)[O-])[N+](=O)[O-])O 2-hexyl-4,6-dinitrophenol